(R,E)-N-(1-(3,4-difluorophenyl)ethyl)-3-(5-(1-methyl-1H-pyrazol-4-yl)-1H-pyrrolo[2,3-b]pyridin-3-yl)acrylamide FC=1C=C(C=CC1F)[C@@H](C)NC(\C=C\C1=CNC2=NC=C(C=C21)C=2C=NN(C2)C)=O